ClC=1C=C(C=CC1Cl)C1=CSC2=C1C(N(C=C2CO)CC(=O)N2CC(CC2)F)=O 3-(3,4-dichlorophenyl)-5-(2-(3-fluoropyrrolidin-1-yl)-2-oxoethyl)-7-(hydroxymethyl)thieno[3,2-c]pyridin-4(5H)-one